ClC1=CC=C(C=C(O)[C@H](O)[C@@H](O)[C@H](O)[C@H](O)CO)C=C1 p-chlorobenzylidenesorbitol